C(C)(=O)Br acetyl bromide